NC1=CC=C(OC=2C=C(C=CC2)CC2=CC(=CC=C2)OC2=CC=C(C=C2)N)C=C1 bis[3-(4-aminophenoxy)phenyl]methane